1-(9Z-tetradecenoyl)-2-(11Z-eicosenoyl)-glycero-3-phospho-(1'-sn-glycerol) CCCCCCCC/C=C\CCCCCCCCCC(=O)O[C@H](COC(=O)CCCCCCC/C=C\CCCC)COP(=O)(O)OC[C@H](CO)O